caprylylsilane C(CCCCCCC)(=O)[SiH3]